Cl.NCCNC[C@@H](C(=O)OC)NC(=O)OCC1=CC=CC=C1 (S)-methyl 3-((2-aminoethyl)amino)-2-(((benzyloxy)carbonyl)amino)propanoate hydrochloride